FC(CCCCC(F)(F)F)[NH3+] tetrafluorohexyl-ammonium